titanium diisopropoxide diacetate C(C)(=O)[O-].C(C)(=O)[O-].CC([O-])C.CC([O-])C.[Ti+4]